5-benzyloxy-2-(2-tetrahydropyran-4-ylethynyl)benzaldehyde oxime C(C1=CC=CC=C1)OC=1C=CC(=C(C=NO)C1)C#CC1CCOCC1